(2RS)-2-(5-fluoro-2-methoxy-phenyl)-2-(7-phenylindazol-2-yl)-N-thiazol-2-yl-acetamide FC=1C=CC(=C(C1)[C@H](C(=O)NC=1SC=CN1)N1N=C2C(=CC=CC2=C1)C1=CC=CC=C1)OC |r|